ClC=1N=CC2=C(N1)C(=NN2C)I 5-chloro-3-iodo-1-methyl-1H-pyrazolo[4,3-d]pyrimidine